1-(methylimino)-2-(6-((R)-3-methylmorpholino)-2-(1H-pyrrolo[2,3-c]pyridin-4-yl)-pyrimidin-4-yl)tetrahydro-1H-1λ6-thiophene 1-oxide CN=S1(C(CCC1)C1=NC(=NC(=C1)N1[C@@H](COCC1)C)C1=C2C(=CN=C1)NC=C2)=O